(S)-N-methyl-1,3-benzodioxol-butylamine CNCCCCC1OC2=C(O1)C=CC=C2